N-[5-[[5-(Difluoromethoxy)pyrazin-2-yl]carbamoyl]-4-fluoro-2-methylphenyl]-2-methyl-1,3-thiazole-5-carboxamide FC(OC=1N=CC(=NC1)NC(=O)C=1C(=CC(=C(C1)NC(=O)C1=CN=C(S1)C)C)F)F